C(N)(OC[C@@H]1N(CC(CC1)(F)F)C(=O)C1=NC(=CC=C1C)NC1=NC=CC(=C1)OCC)=O (R)-((1-(6-((4-ethoxypyridin-2-yl) amino)-3-methylpyridine-2-carbonyl)-5,5-difluoropiperidin-2-yl) methyl) carbamate